cyclohexanehexanone C1(CCCCC1)CCCCC(C)=O